ClC1=C(C(=N)NO)C=CC(=C1)Cl 2,4-Dichloro-N-hydroxy-benzamidine